(R)-1-(naphthalene-1-yl)-ethylamine C1(=CC=CC2=CC=CC=C12)[C@@H](C)N